NC=1C=2N(C=CN1)C(=CN2)C=2C=C(C=CC2C)S(=O)(=O)N[C@@H]2CO[C@H](CC2)CO 3-(8-Aminoimidazo[1,2-a]pyrazin-3-yl)-N-[(3S,6R)-6-(hydroxymethyl)tetrahydro-2H-pyran-3-yl]-4-methylbenzenesulfonamide